2-[4-(2-chlorophenyl)-2-oxo-chromen-7-yl]oxy-N,N-dimethyl-propionamide ClC1=C(C=CC=C1)C1=CC(OC2=CC(=CC=C12)OC(C(=O)N(C)C)C)=O